(3R)-N-{2,3-dimethoxy-6H,7H,8H,9H,10H-cyclohepta[b]quinolin-11-yl}-1-propylpiperidin-3-amine COC=1C=C2C(=C3C(=NC2=CC1OC)CCCCC3)N[C@H]3CN(CCC3)CCC